ClC1=C(C=CC=C1)C=1N=C(SC1)NC(=O)C1=CC=C(C(=O)O)C=C1 4-((4-(2-chlorophenyl)thiazol-2-yl)carbamoyl)benzoic acid